ClC=1C=C(C(=O)O)C=C(C1)CC1=NNC(C2=CC=C(C=C12)OC1CCC1)=O 3-chloro-5-((7-cyclobutoxy-4-oxo-3,4-dihydrophthalazin-1-yl)methyl)benzoic acid